ClC1=C2C(=NC(=N1)Cl)N(N=C2CC)C2CC2 4,6-dichloro-1-cyclopropyl-3-ethylpyrazolo[3,4-d]pyrimidine